C(C1=CC=CC=C1)N1CC(CC1)NC(=S)NC1=CC=C(C=C1)OC 1-(1-benzylpyrrolidine-3-yl)-3-(4-methoxyphenyl)thiourea